acrylic acid myristyl ester C(CCCCCCCCCCCCC)OC(C=C)=O